ClC1=NC=C(C(=C1)N1C(N=C(C=C1)O)C)C 3-(2-chloro-5-methylpyridin-4-yl)-6-hydroxyl-2-methylpyrimidine